CC=1N=C(N=NC1C1=C(C=C(C=C1)C(F)(F)F)O)N1[C@@H]2[C@H](CC1)CN(C2)C 2-(5-methyl-3-((3aR,6aR)-5-methylhexahydropyrrolo[3,4-b]pyrrol-1(2H)-yl)-1,2,4-triazin-6-yl)-5-(trifluoromethyl)phenol